NC1=NC=C(C=C1C(C)=O)F 1-(2-amino-5-fluoropyridin-3-yl)ethanone